2-(5-(((1R,2S,3S,5S)-2-fluoro-1-methyl-8-azabicyclo[3.2.1]octan-3-yl)(methyl)amino)pyrazin-2-yl)-5-(1H-pyrazol-4-yl)phenol F[C@@H]1[C@]2(CC[C@@H](C[C@@H]1N(C=1N=CC(=NC1)C1=C(C=C(C=C1)C=1C=NNC1)O)C)N2)C